N'-(pyrimidin-2-ylmethyl)oxamide N1=C(N=CC=C1)CNC(C(N)=O)=O